(S)-2-((tert-butoxycarbonyl)amino)-3-(piperidin-4-yl)propionic acid methyl ester COC([C@H](CC1CCNCC1)NC(=O)OC(C)(C)C)=O